FC(C=1N=C(OC1C(=O)N1[C@@H](C2=C(CC1)NC=N2)C=2OC1=C(N2)C=CC=C1F)C1=CN=CN1C)F (S)-(4-(difluoromethyl)-2-(1-methyl-1H-imidazol-5-yl)oxazol-5-yl)(4-(7-fluorobenzo[d]oxazol-2-yl)-6,7-dihydro-1H-imidazo[4,5-c]pyridin-5(4H)-yl)methanone